O=C1NC(CCC1N1C(N(C2=C1C=CC(=C2F)N2CCC(CC2)CCNC(=O)NC2=CC1=CC(=C(C(=C1C=C2)F)N2S(NC(C2)=O)(=O)=O)O)C)=O)=O 1-[2-[1-[1-(2,6-dioxo-3-piperidyl)-4-fluoro-3-methyl-2-oxo-benzimidazol-5-yl]-4-piperidyl]ethyl]-3-[5-fluoro-7-hydroxy-6-(1,1,4-trioxo-1,2,5-thiadiazolidin-2-yl)-2-naphthyl]urea